NOC[C@@H](CC1=C(C=C(C=C1)C)C)NC(=O)C1=C(N=NC2=CC=CC=C12)OC1=CC(=CC=C1)Cl |r| N-[(2RS)-1-(aminooxy)-3-(2,4-dimethylphenyl)propan-2-yl]-3-(3-chloro-phenoxy)cinnoline-4-carboxamide